Ethyl Hydrogen (7,8-Dichloro-4-(1H-Pyrazol-4-Yl) Quinolin-2-Ylamino)Methylphosphonate ClC1=CC=C2C(=CC(=NC2=C1Cl)NCP(OCC)(O)=O)C=1C=NNC1